(S)-6-(1-amino-1,3-dihydro-spiro[inden-2,4'-piperidin]-1'-yl)-3-(1-(5-chlorothien-2-yl)vinyl)-1,5-dihydro-4H-pyrazolo[3,4-d]pyrimidin-4-one N[C@@H]1C2=CC=CC=C2CC12CCN(CC2)C=2NC(C1=C(N2)NN=C1C(=C)C=1SC(=CC1)Cl)=O